3-bromo-2,5-dimethoxy-6-pentylpyridine BrC=1C(=NC(=C(C1)OC)CCCCC)OC